2-ETHOXY-5-FLUOROPHENYLBORONIC ACID C(C)OC1=C(C=C(C=C1)F)B(O)O